14-chloro-13,20,22-trifluoro-15-hydroxy-17,17-dioxo-17λ6-thia-18-azatetracyclo[17.3.1.112,16.02,7]tetracosa-1(22),2(7),3,5,12(24),13,15,19(23),20-nonaen-11-one ClC1=C(C=2C(CCCC=3C=CC=CC3C3=C(C=C(C(NS(C(=C1O)C2)(=O)=O)=C3)F)F)=O)F